6-(2-Methyl-pyridin-4-yl)-8-[(piperidin-4-ylmethyl)-amino]-imidazo[1,2-a]pyrazine-2-carboxylic acid amide CC1=NC=CC(=C1)C=1N=C(C=2N(C1)C=C(N2)C(=O)N)NCC2CCNCC2